5-Bromo-3-fluoro-2-(trifluoromethyl)pyridine BrC=1C=C(C(=NC1)C(F)(F)F)F